(R)-1-((5-aminopyrimidin-2-yl)amino)propan-2-ol NC=1C=NC(=NC1)NC[C@@H](C)O